ClC=1C=C(C=CC1)CCCNC(C)C1=CC(=CC=C1)OC N-(3-(3-chlorophenyl)propyl)-1-(3-methoxyphenyl)ethylamine